N1(N=NC=C1)C[C@]1(C[C@H](N(C1)C(CNC(=O)C=1C=CC=2C(C3=CC=CC=C3C2C1)(F)F)=O)C(=O)OCC1=CC=CC=C1)F benzyl (2S,4R)-4-((1H-1,2,3-triazol-1-yl)methyl)-1-((9,9-difluoro-9H-fluorene-3-carbonyl)glycyl)-4-fluoropyrrolidine-2-carboxylate